C(C)(=O)OC[C@H]1[C@@H](CC1)C=O ((1R,2R)-2-FORMYLCYCLOBUTYL)METHYL ACETATE